COC1=C2C=C(NC2=CC=C1)C(=O)N[C@@H](CC(C)C)C(=O)N[C@H](C(COC(=O)C=1C=NC=CC1)=O)C[C@H]1C(NCC1)=O.C(CCC)[Sn](CC(=C)C)(CCCC)CCCC tributyl-(2-methylallyl)stannane (3S)-3-({N-[(4-methoxy-1H-indol-2-yl)carbonyl]-L-leucyl}amino)-2-oxo-4-[(3S)-2-oxopyrrolidin-3-yl]butyl-pyridine-3-carboxylate